ClC1=C(C=CC(=C1)C1CCC1)N1N=C2CCNCC3C2=C1CCN3C(=O)OC(C)(C)C tert-butyl 2-(2-chloro-4-cyclobutylphenyl)-2,3,4,5a,6,7,8,9-octahydro-5H-1,2,5,7-tetraazabenzo[cd]azulene-5-carboxylate